ClC1=C(C(=CC=C1)Cl)CC(=O)NC1=CC=C(C=C1)N1C2=C(NC(CC1=O)=O)C1=CC=CC=C1C=C2 5-[4-[(2,6-dichlorophenylacetyl)amino]phenyl]-1H-naphtho[1,2-b][1,4]diazepine-2,4(3H,5H)-dione